COC1=CC=C(C=N1)C=1SC(=CN1)CNC(=O)C1=CC2=C(S(C3=C(C(N2)=O)C=CC=C3)(=O)=O)C=C1 N-((2-(6-methoxypyridin-3-yl)thiazol-5-yl)methyl)-11-oxo-10,11-dihydrodibenzo[b,f][1,4]thiazepine-8-carboxamide 5,5-dioxide